N[C@H]1C2N(CC1CC2)C(=O)C=2C=C(C1=C(SC(=C1C)C=1N(C3=CC(=CC=C3C1)N1CCC(CC1)OC)CC1CC1)C2)OC ((7R)-7-Amino-2-azabicyclo[2.2.1]heptan-2-yl)(2-(1-(cyclopropylmethyl)-6-(4-methoxypiperidin-1-yl)-1H-indol-2-yl)-4-methoxy-3-methylbenzo[b]thiophen-6-yl)methanone